C(=O)(O)CC1C(C1C(=O)[O-])(C)C.[Na+] sodium 3-carboxymethyl-2,2-dimethylcyclopropylcarboxylate